((2-(((3S,6S,9aS)-3-(3-(4-methyl-6-oxo-1,6-dihydropyridin-3-yl)azetidine-1-carbonyl)-5-oxooctahydro-1H-pyrrolo[1,2-a]azepin-6-yl)carbamoyl)benzo[b]thiophen-5-yl)methyl)phosphonic acid CC=1C(=CNC(C1)=O)C1CN(C1)C(=O)[C@@H]1CC[C@H]2N1C([C@H](CCC2)NC(=O)C2=CC1=C(S2)C=CC(=C1)CP(O)(O)=O)=O